N.N1N=NC=C1C1=CC=C(C=C1)N1NC2=NC(=NC(=C2C1=O)O)O 2-(4-(1H-1,2,3-triazol-5-yl)phenyl)-4,6-dihydroxy-1H-pyrazolo[3,4-d]pyrimidin-3(2H)-one-ammonia salt